C1=C(C=CC2=CC=CC=C12)COC1=CC=C(CN2C=NC=C2)C=C1 1-(4-(naphthalen-2-ylmethoxy)benzyl)-1H-imidazole